ClC=1C(=C(C=CC1)O)C1=C(C2=C(CN3[C@@H](CO2)CNCC3)C=C1C#C)C 3-Chloro-2-[(12aR)-8-ethynyl-10-methyl-1,2,3,4,12,12a-hexahydro-6H-pyrazino[2,1-c][1,4]benzoxazepin-9-yl]phenol